1H-pyrazolo[3,4-d]pyrimidin N1N=CC=2C1=NC=NC2